bromo-2-(2,2-dimethyl-1,3-dioxolan-4-yl)pyrimidine BrC1=NC(=NC=C1)C1OC(OC1)(C)C